C(C)OC(C)(C)[C@@]1(CN(CC1)C(C)(C)C=1C=NC(=CC1)C)CCN\C(=N\C)\NC (S,E)-1-(2-(3-(2-ethoxypropan-2-yl)-1-(2-(6-methylpyridin-3-yl)propan-2-yl)pyrrolidin-3-yl)ethyl)-2,3-dimethylguanidine